1-methyl-2,3,4,5,6,7-hexaaminoindole CN1C(=C(C2=C(C(=C(C(=C12)N)N)N)N)N)N